Azolo[1,2-a]quinazoline-2-carboxamide C1=C(C=C2N1C1=CC=CC=C1C=N2)C(=O)N